2-{3-(6-(1,1'-biphenyl-4-yl)-dibenzothiophene-4-yl)-phenyl}-4-(9,9-dimethylfluorene-2-yl)-6-phenyl-1,3,5-triazine C1(=CC=C(C=C1)C1=CC=CC=2C3=C(SC21)C(=CC=C3)C=3C=C(C=CC3)C3=NC(=NC(=N3)C3=CC=2C(C1=CC=CC=C1C2C=C3)(C)C)C3=CC=CC=C3)C3=CC=CC=C3